O=C1NC=C(C(N1)=O)C=1C=C(C=2N(N1)C=CN2)[C@@H]2[C@H](C2)C2=C(C=C(C#N)C=C2F)F 4-((1S,2S)-2-(6-(2,4-dioxo-1,2,3,4-tetrahydropyrimidin-5-yl)imidazo[1,2-b]pyridazin-8-yl)cyclopropyl)-3,5-difluorobenzonitrile